FC=1N=C(SC1CN1[C@H](C[C@H](C1)OC1=NC=NC(=C1)OCCOC)C)NC(C)=O N-(4-fluoro-5-(((2S,4R)-4-((6-(2-methoxyethoxy)pyrimidin-4-yl)oxy)-2-methylpyrrolidin-1-yl)methyl)thiazol-2-yl)acetamide